diethyl 4,4'-azobisbenzoate N(=NC1=CC=C(C(=O)OCC)C=C1)C1=CC=C(C(=O)OCC)C=C1